(4-[tris(isopropyl)silyl]-tetrafluorophenyl)gallium C(C)(C)[Si](C1=C(C(=C(C(=C1F)F)[Ga])F)F)(C(C)C)C(C)C